C(C)(C)(C)OC(=O)N1CCN(CC1)C(NC1(CCCC1)C#CC1=CC(=C(C=C1)Cl)Cl)=O 4-((1-((3,4-dichlorophenyl)ethynyl)cyclopentyl)carbamoyl)piperazine-1-carboxylic acid tert-butyl ester